ClC=1C=C2C(=NC=NC2=CC1C1=C(C=CC=C1)F)N1CC(C1)NC1=C(C(=C(C(=C1F)F)S(=O)C)F)F (6-chloro-7-(2-fluorophenyl)quinazolin-4-yl)-N-(2,3,5,6-tetrafluoro-4-(methylsulfinyl)phenyl)azetidin-3-amine